OC(COC(C(=C)CS(=O)(=O)C1=CC=C(C)C=C1)=O)COC(C(=C)C)=O 2-(Toluene-4-sulfonylmethyl)-acrylic acid (2-hydroxy-3-methacryloyloxypropyl) ester